C(#N)C1=C(C=CC=C1)[C@H]([C@H](C)C=1N(C(C(=C(N1)C(=O)NC=1C=NOC1)O)=O)C)C=1C=NN(C1)CC 2-((1s,2s)-1-(2-cyanophenyl)-1-(1-ethyl-1H-pyrazol-4-yl)propan-2-yl)-5-hydroxy-N-(isoxazol-4-yl)-1-methyl-6-oxo-1,6-dihydropyrimidine-4-carboxamide